4-(3-iodobenzyl)morpholin-3-one IC=1C=C(CN2C(COCC2)=O)C=CC1